(6-(4-chlorophenyl)-2-(pyridin-3-yl)pyrimidin-4-yl)piperidin-4-amine ClC1=CC=C(C=C1)C1=CC(=NC(=N1)C=1C=NC=CC1)N1CCC(CC1)N